N1=CN=C(C2=CC3=C(C=C12)OCCO3)NC=3C(=C(C#N)C=CC3)F 3-[(7,8-Dihydro[1,4]dioxino[2,3-g]quinazolin-4-yl)amino]-2-fluorobenzonitrile